(2R,7aS)-2-fluoropyrrol FC=1NC=CC1